4-(3-(2,4-difluoro-3-(methoxymethoxy)-5-(trifluoromethyl)phenyl)-1-methyl-1H-pyrazolo[4,3-c]pyridin-6-yl)-3,4-dihydro-2H-pyrido[4,3-b][1,4]oxazine FC1=C(C=C(C(=C1OCOC)F)C(F)(F)F)C1=NN(C2=C1C=NC(=C2)N2C1=C(OCC2)C=CN=C1)C